(1r,4r)-4-((3-(4-(2-(2-aminopyridin-3-yl)-6-phenyl-3H-imidazo[4,5-b]pyridin-3-yl)phenyl)azetidin-1-yl)methyl)cyclohexane-1-carboxylic acid NC1=NC=CC=C1C1=NC=2C(=NC=C(C2)C2=CC=CC=C2)N1C1=CC=C(C=C1)C1CN(C1)CC1CCC(CC1)C(=O)O